benzyl 4-{4-[(tert-butoxy)carbonyl]phenyl}-1,2,3,6-tetrahydropyridine-1-carboxylate C(C)(C)(C)OC(=O)C1=CC=C(C=C1)C=1CCN(CC1)C(=O)OCC1=CC=CC=C1